N-(2,8-dimethylimidazo[1,2-a]pyrazin-6-yl)-4-ethoxy-2-(methylthio)pyrimidine-5-carboxamide CC=1N=C2N(C=C(N=C2C)NC(=O)C=2C(=NC(=NC2)SC)OCC)C1